C(C1=CC=CC=C1)OC[C@H](C(=O)N1CCC2(CC1)CN(C1=CC=CC=C12)S(=O)(=O)C)NC(C(C)(C)NC(CCCCCCC\C=C/CCCCCCCC)=O)=O (R)-N-(1-((3-(benzoxy)-1-(1-(methansulfonyl)spiro[indolin-3,4'-piperidin]-1'-yl)-1-oxopropan-2-yl)amino)-2-methyl-1-oxopropan-2-yl)oleamide